ditridecyl 5,5'-((3-((4-hydroxybutyl)(5-oxo-5-(tridecyloxy)pentyl)amino)propyl)azepinediyl)bispentanoate OCCCCN(CCCC=1C(=C(NC=CC1)CCCCC(=O)OCCCCCCCCCCCCC)CCCCC(=O)OCCCCCCCCCCCCC)CCCCC(OCCCCCCCCCCCCC)=O